(4'-methyl-phenylthio)-benzophenone CC1=CC=C(C=C1)SC1=C(C(=O)C2=CC=CC=C2)C=CC=C1